S(=O)(=O)=CC1=CC=C(C=C1)S(=O)(=O)[O-] 4-sulfonylmethylphenyl-sulfonate